1-((((2-(prop-2-yn-1-yl)pent-4-yn-1-yl)oxy)carbonyl)oxy)ethyl (Z)-7-((1R,2R,3R,5S)-3,5-dihydroxy-2-((R)-3-hydroxy-5-phenylpentyl)cyclopentyl)hept-5-enoate O[C@H]1[C@@H]([C@H]([C@H](C1)O)C\C=C/CCCC(=O)OC(C)OC(=O)OCC(CC#C)CC#C)CC[C@H](CCC1=CC=CC=C1)O